ClC1=C(N=C(C(=N1)C(=O)OC)NC=1C=CC2=C(CS(N2C)(=O)=O)C1)NC methyl 6-chloro-5-(methylamino)-3-[(1-methyl-2,2-dioxo-3H-2,1-benzothiazol-5-yl)amino]pyrazine-2-carboxylate